OCCC oxabutane